3-((5-Iodo-1-methyl-1H-pyrazol-3-yl)oxy)piperidine-2,6-dione IC1=CC(=NN1C)OC1C(NC(CC1)=O)=O